1,4-Diphenylbutadiene C1(=CC=CC=C1)C=CC=CC1=CC=CC=C1